N-tetradecyl-2-methyl-3-benzyloxypyridin-4-one C(CCCCCCCCCCCCC)N1C(=C(C(C=C1)=O)OCC1=CC=CC=C1)C